N[C@@H](CCC(N)=O)C(=O)[O-].[K+] potassium glutaminate